C(C)(C)(C)OC(=O)N1C[C@H]([C@@H](CC1)NC1=CC=C(C=C1)Cl)C |r| Racemic-(3R,4R)-4-(4-chloroanilino)-3-methyl-piperidine-1-carboxylic acid tert-butyl ester